N-(4-(6-amino-9-(1-(2-hydroxyacetyl)piperidin-3-yl)-8-oxo-8,9-dihydro-7H-purin-7-yl)benzyl)-5-fluoro-2-methoxybenzamide NC1=C2N(C(N(C2=NC=N1)C1CN(CCC1)C(CO)=O)=O)C1=CC=C(CNC(C2=C(C=CC(=C2)F)OC)=O)C=C1